N2-(4-bromophenyl)-3-methyl-benzene-1,2-diamine BrC1=CC=C(C=C1)NC=1C(=CC=CC1C)N